cis-aminocyclohexyl ethyl-carboxylate C(C)C(=O)OC1(CCCCC1)N